CC(C(=O)C1=CC=C(C=C1)SC)C 2-methyl-1-(4-methylthiophenyl)propan-1-one